1-(4-{2-[1-(2-Ethoxy-ethyl)-1H-pyrazol-4-ylamino]-thiazol-4-yl}-phenyl)-4-(R)-hydroxy-pyrrolidin-2-one C(C)OCCN1N=CC(=C1)NC=1SC=C(N1)C1=CC=C(C=C1)N1C(C[C@H](C1)O)=O